(R)-7-(4-bromo-3-(trifluoromethyl)benzoyl)-2-(((S)-but-3-en-2-yl)amino)-6-methyl-3-(4-(5-methyl-4H-1,2,4-triazol-3-yl)phenyl)-5,6,7,8-tetrahydropyrido[3,4-d]pyrimidin-4(3H)-one BrC1=C(C=C(C(=O)N2CC=3N=C(N(C(C3C[C@H]2C)=O)C2=CC=C(C=C2)C2=NN=C(N2)C)N[C@@H](C)C=C)C=C1)C(F)(F)F